(R)-6-(5-(1-(3,5-Dichloropyridin-4-yl)ethoxy)-1H-indazol-3-yl)-4H-spiro[benzo[d][1,3]dioxine-2,4'-piperidine] TFA salt OC(=O)C(F)(F)F.ClC=1C=NC=C(C1[C@@H](C)OC=1C=C2C(=NNC2=CC1)C1=CC2=C(OC3(CCNCC3)OC2)C=C1)Cl